trans-ethyl 2-(4-(4-((5-chloro-4-(4'-fluoro-[1,1'-biphenyl]-3-yl)pyrimidin-2-yl)amino)piperidine-1-carbonyl)cyclohexyl)acetate ClC=1C(=NC(=NC1)NC1CCN(CC1)C(=O)[C@@H]1CC[C@H](CC1)CC(=O)OCC)C=1C=C(C=CC1)C1=CC=C(C=C1)F